COC=1C=C(C=NC1)NC(C)=O N-(5-methoxypyridin-3-yl)acetamide